tert-butyl 1-{[(2Z)-2',3-dioxo-1,3-dihydro-2,3'-biindol-1'(2'H)-yl]methyl}-L-prolinate O=C\1N(C2=CC=CC=C2/C1=C\1/NC2=CC=CC=C2C1=O)CN1[C@@H](CCC1)C(=O)OC(C)(C)C